N-(3-chloro-5-fluoropyridin-2-yl)-4-methyl-1H-pyrazolo[3,4-d]pyrimidin-6-amine ClC=1C(=NC=C(C1)F)NC1=NC(=C2C(=N1)NN=C2)C